ClC1=C2C=NN(C2=CC(=C1C(F)F)C(F)(F)F)C1OCCCC1 4-chloro-5-(difluoromethyl)-1-(tetrahydro-2H-pyran-2-yl)-6-(trifluoromethyl)-1H-indazole